ClC=1C(=CC=C2C(=NC(N(C12)C)(C)C)C=1C=NC(=C(C1)C)C(F)F)F 8-chloro-4-(6-(difluoromethyl)-5-methylpyridin-3-yl)-7-fluoro-1,2,2-trimethyl-1,2-dihydroquinazoline